2-bromo-lysergic acid diethylamide tartrate C(=O)(O)C(O)C(O)C(=O)O.C(C)N(C(=O)[C@H]1CN(C)[C@@H]2CC3=C(NC4=CC=CC(C2=C1)=C34)Br)CC